6-chloro-7-(1-(3-methyloxetan-3-yl)piperidin-4-yl)quinazolin-2-amine ClC=1C=C2C=NC(=NC2=CC1C1CCN(CC1)C1(COC1)C)N